C1(CC1)N1CCN(CC1)C1CCN(CC1)C1=C(C=C(C(=C1)OC)NC1=NC=NC(=C1)N1OCC[C@@H]1C=1C=C(C=C(C1)F)C1=CC(=CC=C1)F)NC(C=C)=O (R)-N-(2-(4-(4-cyclopropylpiperazin-1-yl)piperidin-1-yl)-5-((6-(3-(3',5-difluoro-[1,1'-biphenyl]-3-yl)-isoxazolidin-2-yl)-pyrimidin-4-yl)-amino)-4-methoxy-phenyl)acrylamide